FC=1C=C(C=CC1F)C1CCN2N1C(C(C2)(C)C)=O 3-(3,4-difluorophenyl)-6,6-dimethyl-1,2,3,7-tetrahydropyrazolo[1,2-a]pyrazol-5-one